5-Allyl 1-(tert-butyl) N-(((9H-fluoren-9-yl)methoxy)carbonyl)-N-methyl-L-glutamate C1=CC=CC=2C3=CC=CC=C3C(C12)COC(=O)N([C@@H](CCC(=O)OCC=C)C(=O)OC(C)(C)C)C